(+)-4-phenyl-3-p-toluenesulfonyl-chroman-2-one C1(=CC=CC=C1)C1C(C(OC2=CC=CC=C12)=O)S(=O)(=O)C1=CC=C(C)C=C1